4,6-dihydroxypyrimidine disodium salt [Na].[Na].OC1=NC=NC(=C1)O